CC1=NC=2N(C(=C1)C1CNCCC1)N=C(C2)[C@@H]2CC[C@H](CC2)C(F)(F)F 3-{5-methyl-2-[trans-4-(trifluoromethyl)cyclohexyl]pyrazolo[1,5-a]pyrimidin-7-yl}piperidine